5-((2-chloro-5-(difluoromethyl)pyridin-4-yl)amino)-3-(3-hydroxy-3-methylbutyl)-1-methyl-1,3-dihydro-2H-benzo[d]imidazol-2-one ClC1=NC=C(C(=C1)NC1=CC2=C(N(C(N2CCC(C)(C)O)=O)C)C=C1)C(F)F